N-[3-[[(2S)-2-amino-3-carbamimidamidopropanoyl]amino]propyl]-2-ethyl-4-[[3-[3-(trifluoromethyl)-1H-pyrazol-4-yl]imidazo[1,2-a]pyrazin-8-yl]amino]benzamide N[C@H](C(=O)NCCCNC(C1=C(C=C(C=C1)NC=1C=2N(C=CN1)C(=CN2)C=2C(=NNC2)C(F)(F)F)CC)=O)CNC(=N)N